CN(CCOC1=CC=C(C=C1)[C@@H]1N(C[C@H](CC1)C)C(=O)OC(C)(C)C)C tert-butyl (2R,5S)-2-[4-[2-(dimethylamino)ethoxy]phenyl]-5-methyl-piperidine-1-carboxylate